N-acryloyl-N-methyl-Glycine C(C=C)(=O)N(CC(=O)O)C